CN(CCC1=CNC2=CC=C(C=C12)SC)C N,N-dimethyl-2-(5-methylsulfanyl-1H-indol-3-yl)ethanamine